3-oxopropionic acid methyl ester COC(CC=O)=O